tertiary butyl-sulfur copper [Cu].C(C)(C)(C)[S]